(4-chloropyrimidin-2-yl)-1H-indole-3-formaldehyde ClC1=NC(=NC=C1)N1C=C(C2=CC=CC=C12)C=O